COC(=O)C1=NN(C(C=C1)=O)C1=CC(=C(C=C1)C)Br 1-(3-bromo-4-methylphenyl)-6-oxo-pyridazine-3-carboxylic acid methyl ester